5-(5-(cyclopent-1-en-1-yl)-6-methylpyridazin-3-yl)pyrimidine-2,4(1H,3H)-dione C1(=CCCC1)C=1C=C(N=NC1C)C=1C(NC(NC1)=O)=O